3-fluoro-3'-methyl-4'-(N-methylpropanamido)-N-(pyridin-3-ylmethyl)-[1,1'-biphenyl]-4-carboxamide FC=1C=C(C=CC1C(=O)NCC=1C=NC=CC1)C1=CC(=C(C=C1)N(C(CC)=O)C)C